FC12CC(C1)(C2)C(=O)N(C)OC 3-fluoro-N-methoxy-N-methylbicyclo[1.1.1]Pentane-1-carboxamide